ClC=1C=C(C=C(C1)Cl)N1C=2N=C3N(C(C2N=C1)=O)CCCCC3 3-(3,5-dichlorophenyl)-3,5,6,7,8,9-hexahydro-11H-azepino[1,2-a]purin-11-one